2-(4-bromophenyl)oxazolo[4,5-b]pyridine BrC1=CC=C(C=C1)C=1OC=2C(=NC=CC2)N1